C(C(=C)C)(=O)OCC(COCCC[SiH2]C(O[Si](C)(C)C)O[Si](C)(C)C)O 3-(3-methacryloxy-2-hydroxypropoxy)propyl-bis(trimethylsiloxy)methylsilane